methyl 3-[(2S)-3,6-dioxopiperazin-2-yl]propanoate O=C1[C@@H](NC(CN1)=O)CCC(=O)OC